C(#N)C1=C(C=CC=C1)N1CCN(CC1)C1=NC=2C(=CC(=CC2C=2N1C=NN2)C)C(C)NC2=C(C(=O)O)C=CC=C2 2-((1-(5-(4-(2-cyanophenyl)piperazin-1-yl)-9-methyl-[1,2,4]triazolo[4,3-c]quinazolin-7-yl)ethyl)amino)benzoic acid